(1-benzyl-1,2,3,6-tetrahydropyridin-4-yl)methanol C(C1=CC=CC=C1)N1CCC(=CC1)CO